BrC1=NN(C=2C1=NC=C(C2)COC2=CC=C(C=C2)C(CC(=O)OC)C)C2CCCC2 methyl 3-(4-((3-bromo-1-cyclopentyl-1H-pyrazolo[4,3-b]pyridin-6-yl)methoxy)phenyl)butanoate